2,3-dibromopropyltri-n-propoxysilane BrC(C[Si](OCCC)(OCCC)OCCC)CBr